(R)-N-(3-(1-(2-(4-methyl-2-oxo-1,2-dihydroquinolin-6-yl)acetyl)piperidin-4-yl)-1-(methylamino)-1-oxopropan-2-yl)picolinamide CC1=CC(NC2=CC=C(C=C12)CC(=O)N1CCC(CC1)C[C@H](C(=O)NC)NC(C1=NC=CC=C1)=O)=O